Cl.NCC1=C(C(=CC(=C1)C1=CC(=NC=C1)C)Cl)SC1=NC=CC=C1CO (2-{[2-(aminomethyl)-6-chloro-4-(2-methylpyridin-4-yl)phenyl]sulfanyl}pyridin-3-yl)methanol HCl salt